3-phenyl-1,2,4-oxadiazole-5-carboxylic acid methyl ester COC(=O)C1=NC(=NO1)C1=CC=CC=C1